ClC1=C(C(=O)NC2=C(C=C(C(=C2)C=2C=NC(=NC2)N2CCOCC2)F)N2C[C@H](N([C@H](C2)C)C)C)C=CC=C1Cl 2,3-dichloro-N-[4-fluoro-5-(2-morpholin-4-ylpyrimidin-5-yl)-2-[(3R,5S)-3,4,5-trimethylpiperazin-1-yl]phenyl]benzamide